[2-(2-bromophenoxy)ethyl]carbamic acid tert-butyl ester C(C)(C)(C)OC(NCCOC1=C(C=CC=C1)Br)=O